(di-iso-propylamino)diiodosilane C(C)(C)N(C(C)C)[SiH](I)I